2-(2-naphthylheptyl)-1H-benzimidazole C1=C(C=CC2=CC=CC=C12)CCCCCCCC1=NC2=C(N1)C=CC=C2